4-fluoro-1H-benzo[d]imidazole-2-carboxylic acid FC1=CC=CC=2NC(=NC21)C(=O)O